3-(3-([1,1'-biphenyl]-3-yl)acryloyl)-4-phenyloxazolidin-2-one C1(=CC(=CC=C1)C=CC(=O)N1C(OCC1C1=CC=CC=C1)=O)C1=CC=CC=C1